OC1=C(C=C(C=C1)CC(=O)NC1=CC=C(C=C1)OC1=CC=C(C=C1)SC(F)(F)F)S(=O)(=O)C 2-(4-hydroxy-3-(methylsulfonyl)phenyl)-N-(4-(4-(trifluoromethylthio)phenoxy)phenyl)acetamide